NC1=NC(=C(C=2N1C(N(N2)CCN2CCCCC2)=O)N2C[C@H](O[C@H](C2)C)C)C2=CC=CC=C2 5-amino-8-[(cis)-2,6-dimethylmorpholin-4-yl]-7-phenyl-2-[2-(1-piperidinyl)ethyl]-[1,2,4]triazolo[4,3-c]pyrimidin-3-one